(R)-(6-((1-methyl-1H-pyrazol-3-yl)sulfonyl)-1-(4-(trifluoromethyl)phenyl)-4,4a,5,6,7,8-hexahydro-1H-pyrazolo[3,4-g]isoquinolin-4a-yl)(pyridin-2-yl)methanone CN1N=C(C=C1)S(=O)(=O)N1C[C@]2(CC3=C(C=C2CC1)N(N=C3)C3=CC=C(C=C3)C(F)(F)F)C(=O)C3=NC=CC=C3